Cinnamoyl-glycine tert-Butyl-N-(6-bromo-1-methyl-indazol-3-yl)carbamate C(C)(C)(C)N(C(O)=O)C1=NN(C2=CC(=CC=C12)Br)C.C(C=CC1=CC=CC=C1)(=O)NCC(=O)O